C(C)(C)(C)OC(CNCC1=CC=C(C=C1)CN1C(=NC=2C1=C(N=NC2N)OC(C)C)CCCC)=O (4-((4-amino-2-butyl-7-isopropoxy-1H-imidazo[4,5-d]pyridazin-1-yl)methyl)benzyl)glycine tert-butyl ester